BrCCOCCN1N=C(C(=C1)[N+](=O)[O-])OC 1-[2-(2-bromoethoxy)ethyl]-3-methoxy-4-nitro-pyrazole